((1-(2-hydroxyethyl)-2-oxo-1,2-dihydropyridin-3-yl)methyl)dihydropyrimidine-2,4(1H,3H)-dione OCCN1C(C(=CC=C1)CN1C(NC(CC1)=O)=O)=O